(4R)-4-(methoxymethyl)-1,3-dioxolan-2-one COC[C@H]1OC(OC1)=O